C1=CC=CC2=CC3=CC=CC=C3C(=C12)COC(N(CC)CC)=O Anthracen-9-ylmethyldiethylcarbamat